C1(CCCCC1)C1=CC=C(C=C1)[I+]C1=CC=CC=C1 4-cyclohexylphenyl-phenyliodonium